C(CCCCCCCCCCCCCCCC)OOCC=1OC(=CC(C1)=O)COOCCCCCCCCCCCCCCCCC 2,6-di(heptadecyloxy)oxymethyl-4-pyrone